C(#N)C(CC=1C=C2C(NC=3C=CC=CC3C2=CC1)=O)NC(=O)[C@@H]1[C@H]2CC[C@@H](N1)C2 (1S,2S,4R)-N-[1-cyano-2-(6-oxo-5H-phenanthridin-8-yl)ethyl]-3-azabicyclo[2.2.1]heptane-2-carboxamide